(2S,2'S)-3,3'-(benzylazanediyl)bis(1-methoxypropan-2-ol) C(C1=CC=CC=C1)N(C[C@@H](COC)O)C[C@@H](COC)O